1-{[2-(methylsulfonyl)-1H-imidazol-1-yl]methyl}-4-propylpyrrolidin-2-one CS(=O)(=O)C=1N(C=CN1)CN1C(CC(C1)CCC)=O